C(C)(C)(C)OC(=O)N1CCN(CC1)C=1C=C(C=CC1C=O)C1=C(C(=CC=C1)C1=CC(=C(C=C1)N1C(N(CC1)C)=O)Cl)OC.C(=O)(O)C=1C=C(OC2=CC=C(C=C2)CC2=CC=C(C=C2)OC2=CC(=C(C=C2)C(=O)O)C(=O)O)C=CC1C(=O)O bis-[4-(3,4-dicarboxyphenoxy)phenyl]methane tert-Butyl-4-(3''-chloro-4-formyl-2'-methoxy-4''-(3-methyl-2-oxoimidazolidin-1-yl)-[1,1':3',1''-terphenyl]-3-yl)piperazine-1-carboxylate